4-((2S,5R)-2,5-dimethyl-4-(prop-2-yn-1-yl)piperazine-yl)-6-fluoro-1-methyl-2-oxo-1,2-dihydroquinoline-3-carbonitrile C[C@@H]1N(C[C@H](N(C1)CC#C)C)C1=C(C(N(C2=CC=C(C=C12)F)C)=O)C#N